ClC1=C2C(=NC(=C1)C)N(C(=C2)C(=O)O)S(=O)(=O)C2=CC=C(C)C=C2 4-chloro-6-methyl-1-tosyl-1H-pyrrolo[2,3-b]pyridine-2-carboxylic acid